FC1=C(C=C(C=C1)OC=1C(=C2C=CNC2=C(C1F)F)F)C1=NC(=NN1)[C@@]1(CCOC2=C(C=CC=C12)CCC(=O)O)C (R)-3-(4-(5-(2-fluoro-5-((4,6,7-trifluoro-1H-indol-5-yl)oxy)phenyl)-1H-1,2,4-triazol-3-yl)-4-methylchroman-8-yl)propanoic acid